C(C)(C)(C)C1=CC=C(C=C1)C=1C(=CC2=CC=CC=C2C1)C(=O)OCC ethyl 3-(4-tert-butylphenyl)-2-naphthoate